3-((6-METHYLPYRIDIN-3-yl)methyl)urea CC1=CC=C(C=N1)CNC(N)=O